COC(C1=CN=C(C(=C1)[N+](=O)[O-])NC1CC1)=O 6-(cyclopropylamino)-5-nitronicotinic acid methyl ester